FC1=CC=C2C=C(C=NC2=C1F)C=1OC(CC(N1)CC=1N=CSC1)(C)C 2-(7,8-difluoro-3-quinolyl)-6,6-dimethyl-4-(thiazol-4-ylmethyl)-4,5-dihydro-1,3-oxazine